(2R)-1-{[(6-Bromo-3-fluoropyridin-2-yl)methyl](4-methoxybenzyl)amino}propan-2-ol BrC1=CC=C(C(=N1)CN(C[C@@H](C)O)CC1=CC=C(C=C1)OC)F